C(C)(C)(C)C=1N(C2=CC=CC(=C2C1C1=CC(=C(C(=O)O)C=C1)F)O)C1=CC=C(C=C1)F 4-[2-tert-butyl-1-(4-fluorophenyl)-4-hydroxy-indol-3-yl]-2-fluoro-benzoic acid